2-((1R,5S,6s)-3-(8,8-difluoro-2-(3-fluoro-2-methylazetidin-1-yl)-5,6,7,8-tetrahydroquinazolin-4-yl)-3-azabicyclo[3.1.0]hex-6-yl)acetic acid FC1(CCCC=2C(=NC(=NC12)N1C(C(C1)F)C)N1C[C@@H]2C([C@@H]2C1)CC(=O)O)F